1,4-dimethyl-2,5-diphenylpyridine iodonium salt [IH2+].CN1C(C=C(C(=C1)C1=CC=CC=C1)C)C1=CC=CC=C1